3-(1h-pyrrolo[3,2-c]pyridine-2-yl)-1h-pyrazolo[3,4-b]pyridine N1C(=CC=2C=NC=CC21)C2=NNC1=NC=CC=C12